FC=1C=C2C(=C(C=NC2=CC1F)C(=O)N1CCN(CC1)S(=O)(=O)N1CCCC1)N1CCC(CC1)(C#N)C 1-(6,7-difluoro-3-(4-(pyrrolidin-1-ylsulfonyl)piperazine-1-carbonyl)quinolin-4-yl)-4-methylpiperidine-4-carbonitrile